[Si](C)(C)(C(C)(C)C)NS(=O)(=O)C=1SC(=CN1)C(C)(C)O N-(tert-Butyldimethylsilyl)-5-(2-hydroxy-prop-2-yl)thiazole-2-sulfonamide